Cl.Cl.N1C=CC2=CC=C(C=C12)NC(=O)O.[O].[Ti] TITANIUM OXYGEN 6-indolecarbamic acid dihydrochloride